N[C@@H](C)C(=O)N[C@@H](CCCNC(N)=N)C(=O)O alanylarginine